(1S,4S)-4-tert-butoxycarbonylaminocyclohexanecarboxylic acid C(C)(C)(C)OC(=O)NC1CCC(CC1)C(=O)O